8-bromo-6-fluoro-5-methoxy-4-(trimethylstannyl)isoquinoline BrC=1C=C(C(=C2C(=CN=CC12)[Sn](C)(C)C)OC)F